C(C)(C)(C)OC(=O)N1CC(CCCCC1)=O 3-oxo-azacyclooctane-1-carboxylic acid tert-butyl ester